C1(=NC=CC2=CC=CC=C12)C(=O)NCC1=NOC2C1CCC2 3-((isoquinoline-1-carboxamido)methyl)-3a,5,6,6a-tetrahydro-4H-cyclopenta[d]isoxazole